CNS(=O)(=O)C1=CC(=C(C=C1)NC1=CC=C(C=C1)C(F)(F)F)C=1N=C2O[C@@H](CN2C1)C (R)-N-methyl-3-(2-methyl-2,3-dihydroimidazo[2,1-b]oxazol-6-yl)-4-((4-(trifluoromethyl)phenyl)amino)benzenesulfonamide